4-fluoro-5-((5-(3-(2-isopropyloxazol-5-yl)cyclopentyl)-1H-pyrazol-3-yl)amino)-2,3-dihydrobenzo[d]isothiazole 1,1-dioxide FC1=C(C=CC2=C1CNS2(=O)=O)NC2=NNC(=C2)C2CC(CC2)C2=CN=C(O2)C(C)C